2-(7-(5-((4'-cyano-2'-cyclopropyl-5-fluoro-[1,1'-biphenyl]-2-yl)oxy)pyrimidin-4-yl)-2,7-diazaspiro[4.4]non-2-yl)-N,N-dimethylthiazole-4-carboxamide C(#N)C1=CC(=C(C=C1)C1=C(C=CC(=C1)F)OC=1C(=NC=NC1)N1CC2(CCN(C2)C=2SC=C(N2)C(=O)N(C)C)CC1)C1CC1